6-(2-oxo-2,3-dihydro-1H-benzo[d]imidazol-1-yl)-3,4-dihydroisoquinoline-2(1H)-carboxylic acid tert-butyl ester C(C)(C)(C)OC(=O)N1CC2=CC=C(C=C2CC1)N1C(NC2=C1C=CC=C2)=O